COC1=C(C(=O)NCC(F)(F)F)C(=CC(=C1)N1C=NC2=C1C=CC(=C2)C=2C=NN(C2)C2CCNCC2)OC 2,6-dimethoxy-4-[5-[1-(4-piperidyl)pyrazol-4-yl]benzimidazol-1-yl]-N-(2,2,2-trifluoroethyl)benzamide